C(C)NC1=C(C=C2C(=NC(=NC2=C1)C)NC(C)C1=C(C(=CC=C1)C(F)(F)F)C)P(C)(C)=O 7-(ethylamino)-(2-methyl-4-((1-(2-methyl-3-(trifluoromethyl)phenyl)ethyl)amino)quinazolin-6-yl)dimethyl-phosphine oxide